1,3,5-tris[(4-ethynyl)phenyl]Benzene C(#C)C1=CC=C(C=C1)C1=CC(=CC(=C1)C1=CC=C(C=C1)C#C)C1=CC=C(C=C1)C#C